3,4-difluorophenylacetylene FC=1C=C(C=CC1F)C#C